C(C=C)(=O)OC(C)COC(C)COC(C=C)=O Di-propylene glycol diacrylate